3-ethoxy-4-((4-methylpent-3-en-1-yl)oxy)benzaldehyde C(C)OC=1C=C(C=O)C=CC1OCCC=C(C)C